C1(CC(C(CC1)C(C)C)O)(C)CCCCCCCCCC(=O)O mentholdecanoic acid